N[C@@H]1[C@@H](OCC12CCN(CC2)C=2N=CC(=NC2)SC2=CC=C1CN(C(C1=C2Cl)=O)CC2=CC=CC=C2)C 6-((5-((3S,4S)-4-amino-3-methyl-2-oxa-8-azaspiro[4.5]decan-8-yl)-pyrazin-2-yl)thio)-2-benzyl-7-chloroisoindolin-1-one